2'-chloro-N-(5-(3-fluorotetrahydrofuran-3-yl)-1,3,4-thiadiazol-2-yl)-5'-methoxy-6-methyl-(4,4'-bipyridine)-3-carboxamide ClC1=NC=C(C(=C1)C1=C(C=NC(=C1)C)C(=O)NC=1SC(=NN1)C1(COCC1)F)OC